C(C)(C)(C)OC(=O)N1C(C2(CC1)CNCC2)C2=NC=NC=C2OC2=C(C=C(C=C2)F)C(N(C(C)C)C(C)C)=O (5-(2-(diisopropylcarbamoyl)-4-fluorophenoxy)pyrimidin-4-yl)-2,7-diazaspiro[4.4]nonane-2-carboxylic acid tert-butyl ester